NC=1C=2N(C3=C(N1)C=NC(=C3)C(=O)N(CC3=NC=C(C=C3)C(F)(F)F)CC3CC3)C=NC2 4-amino-N-(cyclopropylmethyl)-N-((5-(trifluoromethyl)pyridin-2-yl)methyl)imidazo[1,5-a]pyrido[3,4-e]pyrazine-8-carboxamide